C1(CC1)S(=O)(=O)NC1=NC=CC=N1 2-(Cyclopropanesulfonamido)pyrimidin